(1S,2S)-2-fluoro-N-(6'-methoxy-1,1'-bis((2-(trimethylsilyl)ethoxy)methyl)-1H,1'H-[3,5'-bipyrrolo[2,3-b]pyridin]-6-yl)cyclopropane-1-carboxamide F[C@@H]1[C@@H](C1)C(=O)NC1=CC=C2C(=N1)N(C=C2C=2C=C1C(=NC2OC)N(C=C1)COCC[Si](C)(C)C)COCC[Si](C)(C)C